[Br-].[Br-].C[NH+]1[C@H](C[NH2+][C@H](C1)C)C (2S,5S)-1,2,5-trimethylpiperazine-1,4-diium dibromide